IC1=CC=C(C=C1)C(=O)N1CCN(CC1)C=1OC=2C(=NC(=CC2)C)N1 (4-iodophenyl)(4-(5-methyloxazolo[4,5-b]pyridin-2-yl)piperazin-1-yl)methanone